tert-butyl ((2-((5-(6-bromo-1-(tetrahydro-2H-pyran-2-yl)-1H-indazol-4-yl)-1,3,4-thiadiazol-2-yl)methyl)imidazo[1,2-a]pyridin-6-yl)methyl)(cyclobutylmethyl)carbamate BrC1=CC(=C2C=NN(C2=C1)C1OCCCC1)C1=NN=C(S1)CC=1N=C2N(C=C(C=C2)CN(C(OC(C)(C)C)=O)CC2CCC2)C1